calcium carbonate, potassium salt [K+].C([O-])([O-])=O.[Ca+2]